C(C)C=1C=NN(C1)C1(CN(C1)C=1C=2N(C=CC1)N=C(N2)NC=2C=NN(C2)CC(=O)N2CCN(CC2)C2COC2)CC#N 2-[3-(4-ethylpyrazol-1-yl)-1-[2-[[1-[2-[4-(oxetan-3-yl)piperazin-1-yl]-2-oxo-ethyl]pyrazol-4-yl]amino]-[1,2,4]triazolo[1,5-a]pyridin-8-yl]azetidin-3-yl]acetonitrile